Cl.COCC1=C(C=CC=C1)C=1NC2=CC=C(C=C2C1C)CN (2-(2-(methoxymethyl)phenyl)-3-methyl-1H-indol-5-yl)methylamine hydrochloride